N=1C=NN2C1C=CC(=C2)C=O [1,2,4]Triazolo[1,5-a]pyridine-6-carbaldehyde